CN(CC=CC(=O)N1CCC=2C1=NC=C(C2)C=2C=C(C=CC2)C(C(=O)NC=2SC(=CN2)C(F)(F)F)C)C 2-(3-(1-(4-(dimethylamino)but-2-enoyl)-2,3-dihydro-1H-pyrrolo[2,3-b]pyridin-5-yl)phenyl)-N-(5-(trifluoromethyl)thiazol-2-yl)propionamide